NC1=CC=C(CSC2=NC(=C(C(=C2C#N)CC)C#N)N2CCN(CC2)C)C=C1 2-((4-aminobenzyl)thio)-4-ethyl-6-(4-methylpiperazin-1-yl)-pyridine-3,5-dicarbonitrile